lithium (1+) 7-cyclopropyl-5H,6H,7H,8H-imidazo[1,2-a]pyrazine-2-carboxylate C1(CC1)N1CC=2N(CC1)C=C(N2)C(=O)[O-].[Li+]